ClC1=CC=C(CN2C3(CN(C3)C(=O)NC)C(N(CC2=O)C2=CC=C(C=C2)C#N)=O)C=C1 5-(4-chlorobenzyl)-8-(4-cyanophenyl)-N-methyl-6,9-dioxo-2,5,8-triazaspiro[3.5]nonane-2-carboxamide